6-chloro-4-methylheptanol ClC(CC(CCCO)C)C